ammonium phosphat P(=O)([O-])([O-])[O-].[NH4+].[NH4+].[NH4+]